Thiophene-5-methanol S1C=CC=C1CO